2-(diethoxyphosphino)-2-hydroxyethyl acetate C(C)(=O)OCC(O)P(OCC)OCC